NC1=C(C(=NC(=C1)Cl)Cl)C=O 4-amino-2,6-dichloro-pyridine-3-carbaldehyde